1-(8-Isopropyl-2-carbonyl-1,2-dihydrobenzo[cd]indol-6-yl)-5-(trifluoromethyl)-N-(2-(trifluoromethyl)pyridin-4-yl)-1H-pyrazole-4-carboxamide C(C)(C)C=1C=C(C=2C3=C(C(NC13)=C=O)C=CC2)N2N=CC(=C2C(F)(F)F)C(=O)NC2=CC(=NC=C2)C(F)(F)F